C(C)(C)(C)N(C(O)=O)C=1C(=NC(=CC1)C(F)(F)F)COCCOC.COCCOCC1=NC(=CC=C1NC(OC(C)(C)C)=O)C(F)(F)F t-butyl (2-((2-methoxyethoxy)methyl)-6-(trifluoromethyl)pyridin-3-yl)carbamate [tert-butyl (2-((2-methoxyethoxy)methyl)-6-(trifluoromethyl)pyridin-3-yl)carbamate]